1H-pyrazol-4-yl-4-azaspiro[2.5]octane-4-carboxamide N1N=CC(=C1)C1CC12N(CCCC2)C(=O)N